C(C1=CC=CC=C1)NC(=O)[C@@]12NC([C@H]3[C@H]([C@@H]1N(C[C@@H]2C3)C3CCCCC3)CC(C)C)=O |o1:10,13,14,15,18| (3S*,3aS*,6R*,7R*,7aS*)-N-benzyl-1-cyclohexyl-7-isobutyl-5-oxooctahydro-3aH-3,6-methanopyrrolo[3,2-b]pyridine-3a-carboxamide